C(C)OC(CC(C(F)F)=NNC(=O)OC(C)(C)C)=O 3-(Tert-Butoxycarbonylhydrazono)-4,4-difluoro-butanoic acid ethyl ester